CC(C)(C)[C]1[CH][CH][CH][CH]1.CC(C)(C)[C]1[CH][CH][CH][CH]1.Cl[Ti]Cl bis(t-butylcyclopentadienyl)titanium dichloride